C(C)(C)C1N2C(C3=CC(=C(C=C3C1)OCCCOC)C(=O)OCC1=CC=CC=C1)=CC(C(=C2)C(=O)OC(C)(C)C)=O 10-benzyl 3-tert-butyl 6-isopropyl-9-(3-methoxypropoxy)-2-oxo-6,7-dihydro-2H-pyrido[2,1-a]isoquinoline-3,10-dicarboxylate